2-chloro-7-(trifluoromethyl)quinoline ClC1=NC2=CC(=CC=C2C=C1)C(F)(F)F